C1(=CC=CC=C1)C(C(=O)N1[C@@H]([C@H]2CC[C@@H](C1)N2C(N(CC=2SC(=CC2)C)CC)=O)C(=O)O)C2=CC=CC=C2 (1R,2S,5S)-3-(2,2-diphenylacetyl)-8-(ethyl((5-methylthiophen-2-yl)methyl)carbamoyl)-3,8-diazabicyclo[3.2.1]octane-2-carboxylic acid